NN1C(=C(C(=C1)C1=C(C(=CC=C1)OC)C)C1=NC=C(C=C1)OC)C(=O)OCC Ethyl 1-amino-4-(3-methoxy-2-methylphenyl)-3-(5-methoxypyridin-2-yl)-1H-pyrrole-2-carboxylate